CC1=C(C=C(C=C1)C(=O)N1CCC(CC1)C1=CC=C(C=C1)OC1=NC=CC=C1)NS(=O)(=O)CC1=CC=CC=C1 N-(2-methyl-5-(4-(4-(pyridin-2-yloxy)phenyl)piperidine-1-carbonyl)phenyl)-1-phenylmethanesulfonamide